3-(3-(4-((6-chloropyridin-2-yl)oxy)benzyl)isoxazol-5-yl)pyridin-2-amine ClC1=CC=CC(=N1)OC1=CC=C(CC2=NOC(=C2)C=2C(=NC=CC2)N)C=C1